3-amino-N-((6-(dimethylamino)pyridin-2-yl)methyl)-5-(4-fluorophenyl)-6-(2-methylpyridin-4-yl)pyrazine-2-carboxamide NC=1C(=NC(=C(N1)C1=CC=C(C=C1)F)C1=CC(=NC=C1)C)C(=O)NCC1=NC(=CC=C1)N(C)C